BrC=1C=CC(=NC1)C(C(=O)OC)CC1CCC2(OCCO2)CC1 methyl 2-(5-bromopyridin-2-yl)-3-(1,4-dioxaspiro[4.5]decan-8-yl)propanoate